[3-chloro-4-(cyclopropylcarbamoyl)-5-fluorophenyl]boronic acid ClC=1C=C(C=C(C1C(NC1CC1)=O)F)B(O)O